[1-(tetrahydropyran-2-yloxymethyl)cyclopropyl]methanol O1C(CCCC1)OCC1(CC1)CO